1-(4-fluorophenyl)-1,3-dihydro-2H-cyclopenta[b]benzofuran-2,2-dicarboxylate FC1=CC=C(C=C1)C1C(CC=2OC3=C(C21)C=CC=C3)(C(=O)[O-])C(=O)[O-]